3-((6-((4-(4-amino-3-(4-phenoxyphenyl)-1H-pyrazolo[3,4-d]pyrimidin-1-yl)piperidin-1-yl)methyl)-2-fluoropyridin-3-yl)amino)piperidine-2,6-dione NC1=C2C(=NC=N1)N(N=C2C2=CC=C(C=C2)OC2=CC=CC=C2)C2CCN(CC2)CC2=CC=C(C(=N2)F)NC2C(NC(CC2)=O)=O